ClC=1C=C2C(=NC1OC)C(=C(N2C)C2=NN=C(N2)C(C)(F)F)N2C=NC=C2 6-chloro-2-(5-(1,1-difluoro-ethyl)-4H-1,2,4-triazol-3-yl)-3-(1H-imidazol-1-yl)-5-meth-oxy-1-methyl-1H-pyrrolo-[3,2-b]pyridine